C(C)(C)N(C(C)C)CC=1C=C(C(=O)OC2=CC(=CC=C2)C(CP(=O)(C)OCC)C2CC2)C=CC1C1=CC(=NC=C1F)OC 3-(1-cyclopropyl-2-(ethoxy(methyl)phosphoryl)ethyl)phenyl 3-((diisopropylamino)methyl)-4-(5-fluoro-2-methoxypyridin-4-yl)benzoate